C1(=CC=CC=C1)C1=NC(=NN1COCC[Si](C)(C)C)C(=O)OCC Ethyl 5-phenyl-1-((2-(trimethylsilyl)ethoxy)methyl)-1H-1,2,4-triazole-3-carboxylate